C1CCC(C1)(C(C2=CC=CC=C2)C(=O)O)O The molecule is (1-hydroxycyclopentyl)acetic acid in which one of the hydrogens alpha to the carboxylic acid group is substituted by a phenyl group. It is a tertiary alcohol and a monocarboxylic acid.